p-nitrophenyl cyanate C1=CC(=CC=C1[N+](=O)[O-])OC#N